OC=1N(N=C2C=CC(=CC12)C#N)CC1=C2C=CNC2=C(C=C1OC)C 3-hydroxy-2-((5-methoxy-7-methyl-1H-indol-4-yl)methyl)-2H-indazole-5-carbonitrile